C(C1=CC=CC=C1)OC(C(=C)C)=O benzyl-methacrylate